3,5-bis(2,3,5,6-tetrafluorobenzyl)-1-methylpiperidin-4-one FC1=C(CC2CN(CC(C2=O)CC2=C(C(=CC(=C2F)F)F)F)C)C(=C(C=C1F)F)F